7-(2-(N-methyl-1H-1,2,4-triazole-1-carboxamido)phenyl)-2-(4-phenoxyphenyl)-4,5,6,7-tetrahydropyrazolo[1,5-a]pyrimidine-3-carboxamide CN(C(=O)N1N=CN=C1)C1=C(C=CC=C1)C1CCNC=2N1N=C(C2C(=O)N)C2=CC=C(C=C2)OC2=CC=CC=C2